N1C=CC2=C(C=CC=C12)NC(NC1=CC=C(C=C1)NC(NC1=C2C=CNC2=CC=C1)=O)=O 3-(1H-indol-4-yl)-1-(4-{[(1H-indol-4-yl)carbamoyl]amino}phenyl)urea